ClC1=C(C=C2C(=NNC2=C1)C1=CC(=NC=C1)OC)C1C[C@@H]2[C@@H](CN(C2)CC2(CCOCC2)C)C1 6-chloro-3-(2-methoxypyridin-4-yl)-5-((3aR,5s,6aS)-2-((4-methyltetrahydro-2H-pyran-4-yl)methyl)octahydrocyclopenta[c]pyrrol-5-yl)-1H-indazole